C(CCC)C(CCO)CCCCCCCC 3-butyl-1-undecanol